2-((5-(4-(6-(1H-benzo[d]imidazol-2-yl)pyridinoyl)piperazine-1-carbonyl)-2-methylphenyl)amino)naphthalene-1,4-Dione N1C(=NC2=C1C=CC=C2)C2=CC=CC(=N2)C(=O)N2CCN(CC2)C(=O)C=2C=CC(=C(C2)NC=2C(C1=CC=CC=C1C(C2)=O)=O)C